cyclopentyl α-isobutyryloxyisobutyrate C(C(C)C)(=O)OC(C(=O)OC1CCCC1)(C)C